OC=1C=CC=C2NC=C(CC(N(C([2H])([2H])[2H])C([2H])([2H])[2H])([2H])[2H])C12 4-hydroxy-α,α-dideutero-N,N-di(trideuteromethyl)tryptamine